C(C1=CC=CC=C1)OC(=O)NC(C(=O)OCC)CC(=C)C ethyl 2-(((benzyloxy)carbonyl)amino)-4-methylpent-4-enoate